FC1=C(C=CC(=C1)C(F)(F)F)COC1C[C@@H]2CC[C@H](C1)N2C(=O)N2C[C@@H]1[C@@H](OCC(N1)=O)CC2 (4aR,8aS)-6-[(1S,5R)-3-[[2-fluoro-4-(trifluoromethyl)phenyl]methoxy]-8-azabicyclo[3.2.1]octane-8-carbonyl]-4,4a,5,7,8,8a-hexahydropyrido[4,3-b][1,4]oxazin-3-one